CN1N=NC2=C1C=CC(=C2C)[C@@H](CC(=O)O)C=2C=C(C1=C(C=CS1)C2)CN2C[C@H](OC1=C(C2)N=C(C=C1)O)CC (3S)-3-(1,4-dimethyl-1H-benzotriazol-5-yl)-3-(7-{[(2R)-2-ethyl-7-hydroxy-2,3-dihydropyrido[2,3-f][1,4]oxazepin-4(5H)-yl]methyl}-1-benzothiophen-5-yl)propanoic acid